3-[(1H-1,3-Benzoxazol-2-yl)amino]-N-methoxy-N-methyl-3-[3-(trifluoromethyl)phenyl]propanamide O1C(=NC2=C1C=CC=C2)NC(CC(=O)N(C)OC)C2=CC(=CC=C2)C(F)(F)F